ClC=1C(=NC(=NC1)N[C@H]1[C@@H](COCC1)O)C=1C=C(C2=C(N(C(=N2)[C@H]2CC(CC2)(F)F)C(C)C)C1)F (3S,4R)-4-((5-chloro-4-(2-((R)-3,3-difluorocyclopentyl)-4-fluoro-1-isopropyl-1H-benzo[d]imidazol-6-yl)pyrimidin-2-yl)amino)tetrahydro-2H-pyran-3-ol